FC(O[Si](OC(F)(F)F)(OC(F)(F)F)C(F)(F)F)(F)F perfluoromethyl-trimethoxysilane